Methyl 4-bromo-1-(2,4-dimethoxybenzyl)-3-ethyl-1H-pyrazole-5-carboxylate BrC=1C(=NN(C1C(=O)OC)CC1=C(C=C(C=C1)OC)OC)CC